3-(1-oxo-5-(4-((3-phenylazetidin-1-yl)methyl)pyridin-2-yl)isoindolin-2-yl)piperidine-2,6-dione O=C1N(CC2=CC(=CC=C12)C1=NC=CC(=C1)CN1CC(C1)C1=CC=CC=C1)C1C(NC(CC1)=O)=O